BrC=1C=CC2=C(C(CO2)=NO)C1 5-bromobenzofuran-3(2H)-one oxime